2-styrylpyridine-1-al C(=CC1=CC=CC=C1)C1N(C=CC=C1)C=O